9-(aminoethoxy)-phenoxazine NCCOC=1C=CC=C2OC=3C=CC=CC3NC12